methyl (2R)-4-((4-fluoronaphthalen-1-yl)methyl)pyrrolidine-2-carboxylate FC1=CC=C(C2=CC=CC=C12)CC1C[C@@H](NC1)C(=O)OC